2-((2-chloro-5-(trifluoromethyl)pyrimidin-4-yl)amino)-N-ethylBenzamide ClC1=NC=C(C(=N1)NC1=C(C(=O)NCC)C=CC=C1)C(F)(F)F